CN(CCC(=O)OCC1=CC=CC=C1)CCS(N)(=O)=O Benzyl 3-(methyl (2-sulfamoylethyl)amino)propanoate